2-((tert-butyldiphenylsilyl)oxy)ethan-1-ol methyl-5,6-diaminopyridine-3-carboxylate CC1=NC(=C(C=C1C(=O)OCCO[Si](C1=CC=CC=C1)(C1=CC=CC=C1)C(C)(C)C)N)N